[(3-chloro-2-methoxyphenyl)amino]-2-(3-{2-[(1S,3R,5S)-2-(prop-2-enoyl)-2-azabicyclo[3.1.0]hexan-3-yl]ethynyl}pyridin-4-yl)-1H,5H,6H,7H-pyrrolo[3,2-c]pyridin-4-one ClC=1C(=C(C=CC1)NN1C(=CC=2C(NCCC21)=O)C2=C(C=NC=C2)C#C[C@@H]2N([C@H]1C[C@H]1C2)C(C=C)=O)OC